1,2-Dihydroxy-4-ethylbenzol OC1=C(C=C(C=C1)CC)O